[Na+].ClC1=CC=C2C(=C(N(C2=C1F)C=1C=NN(C1)CC)C1CC1)SC1=CC=CC(=N1)C(=O)[O-] 6-((6-chloro-2-cyclopropyl-1-(1-ethyl-1H-pyrazol-4-yl)-7-fluoro-1H-indol-3-yl)thio)picolinic acid sodium salt